C1CC[C@@]23CCN[C@@H]([C@@H]2C1)CC4=C3C=CC=C4O Hydroxymorphinan